ClC=1C(N(N=CC1NC[C@]1(COCCC1)F)C1=CC=C(C=C1)N(C)C1=CC=C(C=C1)OCF)=O (R)-4-chloro-2-(4-((4-(fluoromethoxy)phenyl)(methyl)amino)phenyl)-5-(((3-fluorotetrahydro-2H-pyran-3-yl)methyl)amino)pyridazine-3(2H)-one